4'-chloro-N,N-diphenyl-[1,1'-biphenyl]-3-amine ClC1=CC=C(C=C1)C1=CC(=CC=C1)N(C1=CC=CC=C1)C1=CC=CC=C1